menthylmonosuccinate C1(CC(C(CC1)C(C)C)C(C(=O)[O-])CC(=O)[O-])C